[Ni].OC(C)(C)C1=CC(=NC=C1)C=1C=NC(=CC1NC1=NC(=CC(=C1)C)S(=O)(=O)C)NC(C)=O N-(4-(2-hydroxypropan-2-yl)-4'-((4-methyl-6-(methylsulfonyl)pyridin-2-yl)amino)-[2,3'-bipyridin]-6'-yl)acetamide nickel